IC1=CC=C(C=C1)S(=O)(=O)N1CCOCC1 ((4-iodophenyl)sulfonyl)morpholine